1-(bis(4-vinylphenyl)methyl)-1H-imidazole C(=C)C1=CC=C(C=C1)C(N1C=NC=C1)C1=CC=C(C=C1)C=C